1-(6-bromopyridin-3-yl)-2,2,2-trifluoroethyl trifluoromethanesulfonate FC(S(=O)(=O)OC(C(F)(F)F)C=1C=NC(=CC1)Br)(F)F